FC(C(=O)O)(F)F.C(#N)C=1C=C2C(=CC=NC2=CC1)OC1=CC=C(C(=O)NC2=CC=C(C=C2)NC2=CC=NC=C2)C=C1 4-((6-cyanoquinolin-4-yl)oxy)-N-(4-(pyridin-4-ylamino)phenyl)benzamide 2,2,2-trifluoroacetate